ClC1=C(C=C(C=C1)N1CC2(C3=NC(=CC=C31)C(=O)N3C(CN(CC3)C3=CC=C(C=N3)CC(=O)O)(C)C)CC(C2)C)F 2-(6-(4-(1'-(4-chloro-3-fluorophenyl)-3-methyl-1',2'-dihydrospiro[cyclobutane-1,3'-pyrrolo[3,2-b]pyridine]-5'-carbonyl)-3,3-dimethylpiperazin-1-yl)pyridin-3-yl)acetic acid